OC[C@@H]1CC[C@H](CC1)CO trans-1,4-bis(hydroxymethyl)cyclohexane